7-(2-chloro-[1,2,4]triazolo[1,5-a]pyridin-6-yl)-3-oxa-7-azabicyclo[3.3.1]nonane ClC1=NN2C(C=CC(=C2)N2CC3COCC(C2)C3)=N1